13'-OXO-3,4-DIHYDRO-2H-SPIRO[NAPHTHALENE-1,22'-[20]OXA[1,12]DIAZATETRACYCLO[14.7.2.03,6.019,24]PENTACOSA[8,16,18,24]TETRAENE]-15'-CARBOXAMIDE O=C1NCCC=CCC2CCC2CN2CC3(COC4=CC=C(C(C1)C(=O)N)C=C24)CCCC2=CC=CC=C23